2-(4-Acetylphenyl)-7,7-dimethyl-1,3-dioxo-2,3,5,12b-tetrahydro-1H,7H-chromeno[4,3-c][1,2,4]triazolo[1,2-a]pyridazin-10-yl-dimethylglycine hydrochloride Cl.C(C)(=O)C1=CC=C(C=C1)N1C(N2N(CC=C3C2C=2C=CC(=CC2OC3(C)C)C(N(C)C)C(=O)O)C1=O)=O